5-bromo-benzo[c]selenophene BrC1=CC=2C(=C[Se]C2)C=C1